6-(2-ethoxyphenyl)-1-[(2-fluorophenyl)methyl]-3H-imidazo[4,5-b]pyridin-2-one C(C)OC1=C(C=CC=C1)C=1C=C2C(=NC1)NC(N2CC2=C(C=CC=C2)F)=O